2-(((3S,4R)-3-hydroxytetrahydro-2H-pyran-4-yl)amino)-7-(1-(trifluoromethyl)cyclobutyl)pyrrolo[2,1-f][1,2,4]triazine-6-carbonitrile O[C@@H]1COCC[C@H]1NC1=NN2C(C=N1)=CC(=C2C2(CCC2)C(F)(F)F)C#N